4-(4-(6-(((1R,2S,3S,5S)-2-fluoro-1,5-dimethyl-8-azabicyclo[3.2.1]octan-3-yl)oxy)pyridazin-3-yl)-3-hydroxyphenyl)pyridin-2(1H)-one F[C@H]1[C@]2(CC[C@@](C[C@@H]1OC1=CC=C(N=N1)C1=C(C=C(C=C1)C1=CC(NC=C1)=O)O)(N2)C)C